4-(4-(4-(((3R,5R)-5-((1H-1,2,4-Triazol-1-yl)Methyl)-5-(2,4-Difluorophenyl)TetraHydrofuran-3-yl)Methoxy)-3-Methylphenyl)Piperazin-1-yl)-N-(5-Fluoropyridin-2-yl)Benzamide N1(N=CN=C1)C[C@@]1(C[C@@H](CO1)COC1=C(C=C(C=C1)N1CCN(CC1)C1=CC=C(C(=O)NC2=NC=C(C=C2)F)C=C1)C)C1=C(C=C(C=C1)F)F